C(C)(=O)C1=NN(C2=CC=C(C=C12)C=1C=NC(=NC1)C)CC(=O)N1[C@@H]2C[C@@]2(C[C@H]1C(=O)N[C@@H](C)[C@@H]1C(C1)(Cl)Cl)C (1R,3S,5R)-2-(2-(3-acetyl-5-(2-methylpyrimidin-5-yl)-1H-indazol-1-yl)acetyl)-N-((S)-1-((R)-2,2-dichlorocyclopropyl)ethyl)-5-methyl-2-azabicyclo[3.1.0]hexane-3-carboxamide